2-[4-[2,3-difluoro-4-(4,4,5,5-tetramethyl-1,3,2-dioxaborolan-2-yl)phenyl]-3-methyl-pyrazol-1-yl]pyridine FC1=C(C=CC(=C1F)B1OC(C(O1)(C)C)(C)C)C=1C(=NN(C1)C1=NC=CC=C1)C